Cl.C(C1=CC=CC=C1)N1CCC2(CC(C2)N(C(=O)C=2NC=CC2)C2=CC=CC=C2)CC1 N-(7-benzyl-7-azaspiro[3.5]nonan-2-yl)-N-phenyl-1H-pyrrole-2-carboxamide hydrochloride